C(CCCCCC(=O)N)(=O)N heptanediamide